[Se+2].[Te-2].[Zn+2].[Hg+] mercury zinc telluride selenium